NC1=CC=C(C=N1)C#CC1=CC=C2CN(C(C2=C1)=O)[C@@H](C(=O)NC=1SC=CN1)C1=C(C=CC(=C1)Cl)O |r| (2RS)-2-[6-[2-(6-amino-3-pyridinyl)ethynyl]-1-oxo-isoindolin-2-yl]-2-(5-chloro-2-hydroxy-phenyl)-N-thiazol-2-yl-acetamide